ClC=1C=CC=C2C(C=C(OC12)C1=C(OCCCNC(=O)N)C=C(C=C1)C(F)(F)F)=O 3-[2-(8-chloro-4-oxo-chromen-2-yl)-5-(trifluoromethyl)phenoxy]Propylurea